N1,N1-dimethyl-N3-(pyrazino[6',1':2,3]imidazo[4,5-b][1,6]naphthyridin-12-yl)benzene-1,3-diamine CN(C1=CC(=CC=C1)NC1=C2C(=NC3=CC=NC=C13)N1C(=N2)C=NC=C1)C